1-[6-(6-bromobenzimidazol-1-yl)-3-tetrahydrofuran-2-yl-2-pyridyl]-5-methyl-pyrazole-3-carbonitrile BrC=1C=CC2=C(N(C=N2)C2=CC=C(C(=N2)N2N=C(C=C2C)C#N)C2OCCC2)C1